COC1=C(C=C(C#N)C=C1)C(/C=C(/C=O)\C)(CC=C(C)C)C (E)-4-methoxy-3-(2,4,7-trimethyl-1-oxooct-2,6-dien-4-yl)benzonitrile